2'-(5-fluoro-2-((1-(methylsulfonyl)piperidin-4-yl)amino)pyrimidin-4-yl)-5'-methyl-5',6'-dihydro-4'H-spiro[cyclopropane-1,7'-thieno[3,2-c]pyridin]-4'-one FC=1C(=NC(=NC1)NC1CCN(CC1)S(=O)(=O)C)C1=CC=2C(N(CC3(C2S1)CC3)C)=O